C(#N)C=1C=C(C=NC1)C(=O)NC1=CC2=CN(N=C2C=C1OC(F)(F)F)C1CCC(CC1)CO 5-cyano-N-[2-[4-(hydroxymethyl)cyclohexyl]-6-(trifluoromethoxy)indazol-5-yl]pyridine-3-carboxamide